FC=1C=C(C(=O)NCCCCCCC(=O)NO)C=CC1CC1=CNC2=CC=C(C=C12)[N+](=O)[O-] 3-fluoro-N-(7-(hydroxyamino)-7-oxoheptyl)-4-((5-nitro-1H-indol-3-yl)methyl)benzamide